2-[3-(4-Chloro-3-isopropyloxyphenyl)-1-ethyl-1H-1,2,4-triazol-5-yl]-N-[(4,6-dimethylpyridin-2-yl)methyl]acetamid ClC1=C(C=C(C=C1)C1=NN(C(=N1)CC(=O)NCC1=NC(=CC(=C1)C)C)CC)OC(C)C